(R)-N-(8,9-difluoro-6-oxo-1,2,3,4,5,6-hexahydrobenzo[c][1,7]naphthyridin-1-yl)-N-methyl-5-(methylsulfonyl)-1H-indole-2-carboxamide FC=1C(=CC2=C(C(NC=3CNC[C@@H](C23)N(C(=O)C=2NC3=CC=C(C=C3C2)S(=O)(=O)C)C)=O)C1)F